bicyclo[2.2.1]hept-5-ene-2,3-dicarboxylic acid aluminum salt [Al+3].C12C(C(C(C=C1)C2)C(=O)[O-])C(=O)[O-].C21C(C(C(C=C2)C1)C(=O)[O-])C(=O)[O-].C12C(C(C(C=C1)C2)C(=O)[O-])C(=O)[O-].[Al+3]